3-[5-(5-bromopentoxy)-1-oxo-isoindolin-2-yl]piperidine-2,6-dione BrCCCCCOC=1C=C2CN(C(C2=CC1)=O)C1C(NC(CC1)=O)=O